2-methyl-5,8,11,14-tetraoxa-2-azahexadecan-16-ol trifluoroacetate FC(C(=O)O)(F)F.CN(C)CCOCCOCCOCCOCCO